N1C=C(C2=CC=CC=C12)C1=CC(NC1=O)=O 4-(1H-indol-3-yl)-2,5-dioxo-2,5-dihydro-1H-pyrrol